D-(+)-Galactosamine C(C(C(C(C(C=O)N)O)O)O)O.Cl